tert-Butyl (2-(6-bromopicolinamido)ethyl)carbamate BrC1=CC=CC(=N1)C(=O)NCCNC(OC(C)(C)C)=O